2'-chloro-5'-methoxy-6-methyl-N-(5-[(3R)-3-methylmorpholin-4-yl]-[1,3]thiazolo[5,4-d]pyrimidin-2-yl)-[4,4'-bipyridine]-3-carboxamide ClC1=NC=C(C(=C1)C1=C(C=NC(=C1)C)C(=O)NC=1SC=2N=C(N=CC2N1)N1[C@@H](COCC1)C)OC